p-methoxyphenylacetonitrile COC1=CC=C(C=C1)CC#N